4-((2-(2-(dimethylamino)ethoxy)ethoxy)methyl)-N,N-bis(3-methoxybenzyl)oxazol-2-amine CN(CCOCCOCC=1N=C(OC1)N(CC1=CC(=CC=C1)OC)CC1=CC(=CC=C1)OC)C